N1=CC(=CC=C1)C=1C=C(C=CC1)C1=CC(=CC=C1)C1=NC(=NC(=N1)C=1C=C(C=CC1)C1=CC(=CC=C1)C=1C=NC=CC1)C=1C=C(C=CC1)C1=CC(=CC=C1)C=1C=NC=CC1 2,4,6-tris[3'-(pyridin-3-yl)biphenyl-3-yl]-1,3,5-triazin